BrC1=C(C=CC(=C1)F)SC(OCC)=S Ethyl [(2-bromo-4-fluorophenyl)sulfanyl]methanethioate